N-((1S,4r)-4-((S)-3-fluoropyrrolidin-1-yl)cyclohexyl)-2-(1H-imidazol-1-yl)-6-methyl-pyrimidine-4-carboxamide F[C@@H]1CN(CC1)C1CCC(CC1)NC(=O)C1=NC(=NC(=C1)C)N1C=NC=C1